ClC1=C(C=CC=C1C1C(NC(CC1)=O)=O)C1=CC=C(C=C1)CNC1=NN(C=C1)C 3-(2-chloro-4'-(((1-methyl-1H-pyrazol-3-yl)amino)methyl)-[1,1'-biphenyl]-3-yl)piperidine-2,6-dione